1,4-dihydroquinazoline N1C=NCC2=CC=CC=C12